BrC=1C=C(C2=C(N(C(=N2)CC(C)(N)C)C(C)C)C1)F 1-[6-bromo-4-fluoro-1-(propan-2-yl)-1H-benzoimidazol-2-yl]-2-methylpropan-2-amine